tert-butyl N-[(2R)-2-[2,5-dimethyl-4-(1-tetrahydropyran-2-yl-3-vinyl-pyrazolo[3,4-c]pyridin-5-yl)pyrazol-3-yl]oxypropyl]carbamate CN1N=C(C(=C1O[C@@H](CNC(OC(C)(C)C)=O)C)C=1C=C2C(=CN1)N(N=C2C=C)C2OCCCC2)C